C(C)C=1C(=CC=C2C=C(C=C(C12)C1=C(C=2N=C(N=C(C2C=N1)N1CCOCC(C1)O)OC[C@]12CCCN2C[C@@H](C1)F)F)O)F 4-(7-(8-ethyl-7-fluoro-3-hydroxynaphthalen-1-yl)-8-fluoro-2-(((2R,7aS)-2-fluorotetrahydro-1H-pyrrolizin-7a(5H)-yl)methoxy)pyrido[4,3-d]pyrimidin-4-yl)-1,4-oxazepan-6-ol